2-[4-[[5-(1-benzothien-3-yl)tetrazol-2-yl]methyl]phenyl]-5-(difluoromethyl)-1,3,4-oxadiazole S1C=C(C2=C1C=CC=C2)C=2N=NN(N2)CC2=CC=C(C=C2)C=2OC(=NN2)C(F)F